1-methylenetetrahydro-1H-pyrrolizin C=C1CCN2CCC=C12